N-(1H-1,3-benzodiazol-5-ylmethyl)-2-[4-(cyclohexyloxy)phenyl]Aniline N1C=NC2=C1C=CC(=C2)CNC2=C(C=CC=C2)C2=CC=C(C=C2)OC2CCCCC2